C(C1=CC=CC=C1)OC1=CC=CC(=N1)C1=CC(=C(CC2=NC3=C(N2CC2OCCC2)C=C(C=C3)C(=O)O)C=C1)F 2-(4-(6-(Benzyloxy)pyridin-2-yl)-2-fluorobenzyl)-1-((tetrahydrofuran-2-yl)methyl)-1H-benzo[d]imidazole-6-carboxylic acid